oxygen (tert-butyldimethylsilyl)hydroxylamine [Si](C)(C)(C(C)(C)C)NO.[O]